BrC=1OC(=CN1)C(=O)OC(C)(C)C tert-Butyl 2-bromooxazole-5-carboxylate